5-(3-ethoxypyridazin-4-yl)-1-isopropyl-3-methyl-N-[(4-methylpyrimidin-2-yl)methyl]pyrazolo[4,3-b]pyridin-7-amine C(C)OC=1N=NC=CC1C1=CC(=C2C(=N1)C(=NN2C(C)C)C)NCC2=NC=CC(=N2)C